1-[2-(5-Isopropyl-1H-pyrazole-3-carbonyl)-2,6-diazaspiro[3.3]heptan-6-yl]propan-1-one C(C)(C)C1=CC(=NN1)C(=O)N1CC2(C1)CN(C2)C(CC)=O